[1,2,3]thiadiazolo[4,5-b]pyridine S1N=NC2=NC=CC=C21